NC1=C2C(=NC=N1)N(N=C2C2=CC=C(C=C2)O)CC2=NC1=CC=CC(=C1C(N2CC2=C(C=CC=C2)Cl)=O)C#CCCCC(=O)O 6-(2-((4-Amino-3-(4-hydroxyphenyl)-1H-pyrazolo[3,4-d]pyrimidin-1-yl)methyl)-3-(2-chlorobenzyl)-4-oxo-3,4-dihydroquinazolin-5-yl)hex-5-ynoic acid